1-(6-(4-(5-chloro-6-methyl-1H-indazol-4-yl)-3-(4-(2-hydroxyethoxy)phenyl)-5-methyl-1H-pyrazol-1-yl)-2-azaspiro[3.3]heptan-2-yl)prop-2-en-1-one ClC=1C(=C2C=NNC2=CC1C)C=1C(=NN(C1C)C1CC2(CN(C2)C(C=C)=O)C1)C1=CC=C(C=C1)OCCO